FC1=CC(=CC=2N(C(=NC21)C)C(C)C)C2=CNC1=NC=C(C=C12)C=1CCN(CC1)C 4-fluoro-1-isopropyl-2-methyl-6-(5-(1-methyl-1,2,3,6-tetrahydropyridin-4-yl)-1H-pyrrolo[2,3-b]pyridin-3-yl)-1H-benzo[d]imidazole